ClC1=CC(=C(C=C1)[C@H]1OC2=C(OC1)C=CC=C2C2CCNCC2)F 4-((R)-3-(4-Chloro-2-fluorophenyl)-2,3-dihydrobenzo[b][1,4]dioxin-5-yl)piperidine